OC=1C=C2OC3=CC(C=CC3=C(C2=CC1)C1=C(C(=O)O)C=CC(=C1)NC(C=C)=O)=O 2-(6-hydroxy-3-oxo-3H-xanthen-9-yl)-4-[(1-oxo-2-propen-1-yl)amino]benzoic acid